CN1CC2(C1)CC(C2)OC2=CC=C(C=C2)N2C=NC(=C2)NC=2N=CC(=NC2)C#N 5-((1-(4-((2-Methyl-2-azaspiro[3.3]heptan-6-yl)oxy)phenyl)-1H-imidazol-4-yl)amino)pyrazine-2-carbonitrile